OC[C@@H](C1=NC=CC=C1)NC(=O)C1=CC2=CC=CC(=C2C=C1)C1=CC=C(C=C1)C(F)(F)F N-[(1R)-2-hydroxy-1-(2-pyridinyl)ethyl]-5-[4-(trifluoromethyl)phenyl]naphthalene-2-carboxamide